ClC1=C(C=CC=C1)[C@H]1N(CCC1)C1=CC=C(C2=CN(N=C12)C)C(=O)N[C@H](C)\C=C\S(=O)(=O)C 7-((S)-2-(2-Chlorophenyl)pyrrolidin-1-yl)-2-methyl-N-((R,E)-4-(methylsulfonyl)but-3-en-2-yl)-2H-indazole-4-carboxamide